2-toluenesulfonyl-1,2,4-triazole C(C1=CC=CC=C1)S(=O)(=O)N1N=CN=C1